tert-Butyl (2R,5S)-4-(7-(4-cyanopyridin-2-yl)-5-(4,4,5,5-tetramethyl-1,3,2-dioxaborolan-2-yl)-7H-pyrrolo[2,3-d]pyrimidin-4-yl)-2,5-dimethylpiperazine-1-carboxylate C(#N)C1=CC(=NC=C1)N1C=C(C2=C1N=CN=C2N2C[C@H](N(C[C@@H]2C)C(=O)OC(C)(C)C)C)B2OC(C(O2)(C)C)(C)C